1-bromo-4-(tosylethynyl)benzene BrC1=CC=C(C=C1)C#CS(=O)(=O)C1=CC=C(C)C=C1